3-(4-{[(3,3-difluorocyclobutyl)methyl][(1r,4r)-4-[(3,3,3-trifluoropropyl)amino]cyclohexyl]amino}-1-oxo-3H-isoindol-2-yl)piperidine-2,6-dione FC1(CC(C1)CN(C1=C2CN(C(C2=CC=C1)=O)C1C(NC(CC1)=O)=O)C1CCC(CC1)NCCC(F)(F)F)F